O1CCOC12CCC(CC2)N2CCOC1=C2C=CC=C1F 4-{1,4-dioxaspiro[4.5]decan-8-yl}-8-fluoro-3,4-dihydro-2H-1,4-benzoxazine